4-methyl-N-(1-oxo-1,2,3,4-tetrahydroisoquinolin-7-yl)piperidine-1-sulfonamide methyl-5-(1H-imidazol-1-yl)pyridazine-3-carboxylate COC(=O)C=1N=NC=C(C1)N1C=NC=C1.CC1CCN(CC1)S(=O)(=O)NC1=CC=C2CCNC(C2=C1)=O